C(C1=CC=CC=C1)OC(=O)N1CCC(CC1)CN1[C@H](CNC[C@@H]1C)C.C1(CCCCC1)N(S(=O)(=O)C)CC1=NC=C(C=C1)C=1OC(=NN1)C(F)F N-cyclohexyl-N-((5-(5-(difluoromethyl)-1,3,4-oxadiazol-2-yl)pyridin-2-yl)methyl)methanesulfonamide benzyl-4-(((2S,6S)-2,6-dimethylpiperazin-1-yl)methyl)piperidine-1-carboxylate